6-(2-fluorobenzyl)-7-(fluoromethyl)-3-(tetrahydro-2H-pyran-4-yl)-3,6-dihydro-4H-pyrazolo[4,3-d][1,2,3]triazin-4-one FC1=C(CN2N=C3C(N=NN(C3=O)C3CCOCC3)=C2CF)C=CC=C1